FC(C=1C(=C(C=CC1)[C@@H](C)NC1=CC=NC2=CC(=C(C=C12)C=1CCS(CC1)(=O)=O)OC)F)F (R)-4-(4-((1-(3-(difluoromethyl)-2-fluorophenyl)ethyl)amino)-7-methoxyquinolin-6-yl)-3,6-Dihydro-2H-thiopyran 1,1-dioxide